bis(2,4-dimethylphenylsulfonyl)diazomethane (S)-tert-butyl-2-methylpiperazine-1-carboxylate C(C)(C)(C)OC(=O)N1[C@H](CNCC1)C.CC1=C(C=CC(=C1)C)S(=O)(=O)C(=[N+]=[N-])S(=O)(=O)C1=C(C=C(C=C1)C)C